ClC1=C(C=CC=C1)C1=NC2=C(N1C)CCC(C2)C2=NC1=C(CNCC1)N2 2-(2-(2-chlorophenyl)-1-methyl-4,5,6,7-tetrahydro-1H-benzo[d]imidazol-5-yl)-4,5,6,7-tetrahydro-3H-imidazo[4,5-c]pyridine